2-[2-[4-fluoro-2-(5-methyl-1-propan-2-ylpyrazol-4-yl)oxyphenyl]pyrimidin-5-yl]ethanamine FC1=CC(=C(C=C1)C1=NC=C(C=N1)CCN)OC=1C=NN(C1C)C(C)C